BrC1=CC(=C(C=C1)CO[C@@H]([C@H](CCC(N)=O)NC(OC(C)(C)C)=O)C)C tert-butyl N-[(3S,4R)-4-[(4-bromo-2-methylphenyl) methoxy]-1-carbamoylpentan-3-yl]carbamate